methyl 2-methyl-8-(1-methyl-1H-pyrazol-4-yl)-3-oxo-3,4-dihydroquinoxaline-6-carboxylate CC1=NC2=C(C=C(C=C2NC1=O)C(=O)OC)C=1C=NN(C1)C